2-(4-((7-chloro-1-methyl-1H-indazol-4-yl)oxy)phenyl)pyrimidine-4-carboxamide ClC=1C=CC(=C2C=NN(C12)C)OC1=CC=C(C=C1)C1=NC=CC(=N1)C(=O)N